NC[C@H]([C@@H](O)C1=CC(=CC=C1)OCC1CCCCC1)C (1R,2R)-3-Amino-1-(3-(cyclohexylmethoxy)phenyl)-2-methylpropan-1-ol